5-(6-chloro-5-((1S,2S)-2-(isopropoxymethyl)cyclopropyl)pyridazin-3-yl)-1H-pyrimidine-2,4-dione ClC1=C(C=C(N=N1)C=1C(NC(NC1)=O)=O)[C@@H]1[C@H](C1)COC(C)C